FC=1C=CC(=C(C1)C(CCC(=O)O)=O)I 4-(5-fluoro-2-iodophenyl)-4-oxobutanoic Acid